OC[C@H]1NC([C@H]2[C@@H]1C21CC1)=O (1S,4S,5R)-4-(hydroxymethyl)spiro[3-azabicyclo[3.1.0]hexane-6,1'-cyclopropane]-2-one